3,7-dibromo-phenothiazin-5-ium bromide [Br-].BrC=1C=CC2=NC3=CC=C(C=C3[S+]=C2C1)Br